2,5-dioxopyrrolidin-1-yl acetylglycinate C(C)(=O)NCC(=O)ON1C(CCC1=O)=O